2-{4-[cyclopropyl-(2,2,2-trifluoroethyl)amino]piperidin-1-yl}-6-azaspiro[3.4]octane-6-carboxylic acid ethyl ester C(C)OC(=O)N1CC2(CC(C2)N2CCC(CC2)N(CC(F)(F)F)C2CC2)CC1